OC[C@H]1CN(CC1)C1=CC2=C(N(C(N2C)=O)C2C(NC(CC2)=O)=O)C=C1 3-[5-[(3R)-3-(hydroxymethyl)pyrrolidin-1-yl]-3-methyl-2-oxo-benzimidazol-1-yl]piperidine-2,6-dione